N-Boc-1,2-hexanediamine C(=O)(OC(C)(C)C)NCC(CCCC)N